C(#N)CC(CN1C=CC2=C1N=C(N=C2)NC=2C=NN(C2)CC(=O)OCC)CC ethyl 2-(4-((7-(2-(cyanomethyl)butyl)-7H-pyrrolo[2,3-d]pyrimidin-2-yl)amino)-1H-pyrazol-1-yl)acetate